CC=1C=C(CC(C(=O)O)C=C)C=CC1 2-(3-methylbenzyl)-3-butenoic acid